6-[4-chloro-3-(dimethylamino)phenyl]-2-methyl-N-[(1R)-1,2,3,4-tetrahydronaphthalen-1-yl]pyrimidin ClC1=C(C=C(C=C1)C1=CC=NC(N1[C@@H]1CCCC2=CC=CC=C12)C)N(C)C